ethyl 6-(cyclopentylamino)-5-nitro-2-(p-tolyl)pyrimidine-4-carboxylate C1(CCCC1)NC1=C(C(=NC(=N1)C1=CC=C(C=C1)C)C(=O)OCC)[N+](=O)[O-]